C1(CC1)C=1C2=C(C(N(C1)C1=CC(=CC=C1)C1(CC(C1)C)C1=NN=CN1C)=O)N(C=C2)S(=O)(=O)C2=CC=C(C=C2)C 4-cyclopropyl-6-[3-[3-methyl-1-(4-methyl-1,2,4-triazol-3-yl)cyclobutyl]phenyl]-1-(4-methylphenyl)sulfonylpyrrolo[2,3-c]pyridin-7-one